NC1=NC=C(C(=O)NCC)C=C1 6-amino-N-ethyl-nicotinamide